Allyl carbamate C(N)(OCC=C)=O